rac-1-(4-Methoxyphenyl)ethan-1-ol COC1=CC=C(C=C1)[C@@H](C)O |r|